[13C](\C=C\[13C](=O)[O-])(=O)[O-] [1,4-13C2]fumarate